(S)-5-amino-4-(5-(1-(1-methyl-1H-imidazol-4-yl)-4-(pyrrolidin-1-ylmethyl)-1H-pyrrolo[2,3-B]pyridin-6-yl)-1-oxoisoindolin-2-yl)-5-oxopentanoic acid tert-butyl ester C(C)(C)(C)OC(CC[C@@H](C(=O)N)N1C(C2=CC=C(C=C2C1)C1=CC(=C2C(=N1)N(C=C2)C=2N=CN(C2)C)CN2CCCC2)=O)=O